ClC=1N=C(C2=C(N1)N=C(C(=C2)N2CCN(CC2)C(C)C)OC)N[C@H](C)C2=C(C(=CC=C2)C(F)F)F (R)-2-chloro-N-(1-(3-(difluoromethyl)-2-fluorophenyl)ethyl)-6-(4-isopropylpiperazin-1-yl)-7-methoxypyrido[2,3-d]pyrimidin-4-amine